1-octadecanoyl-2-heptadecanoyl-glycero-3-phosphocholine C(CCCCCCCCCCCCCCCCC)(=O)OCC(OC(CCCCCCCCCCCCCCCC)=O)COP(=O)([O-])OCC[N+](C)(C)C